ClC1=CC=C(C(=N1)C(=O)OC(C)(C)C)F tert-Butyl 6-chloro-3-fluoro-pyridine-2-carboxylate